1-N'-(4-fluorophenyl)-1-N-[4-[6-(1H-imidazol-2-yl)-7-methoxyquinolin-4-yl]oxyphenyl]cyclopropane-1,1-dicarboxamide FC1=CC=C(C=C1)NC(=O)C1(CC1)C(=O)NC1=CC=C(C=C1)OC1=CC=NC2=CC(=C(C=C12)C=1NC=CN1)OC